6-amino-8-vinyl-3,4-dihydroisoquinoline-2(1H)-carboxylic acid tert-butyl ester C(C)(C)(C)OC(=O)N1CC2=C(C=C(C=C2CC1)N)C=C